ClC=1C=C(C=CC1)C(C(OC(=O)N[C@H](C(=O)OC)CCCC)C=1C=NC=CC1)(F)F methyl (2S)-2-(((2-(3-chlorophenyl)-2,2-difluoro-1-(pyridin-3-yl)ethoxy)carbonyl)amino)hexanoate